5-chlorobenzothiophene ClC=1C=CC2=C(C=CS2)C1